(S)-(5-methyl-1,3,4-oxadiazol-2-yl)(4-(4-(trifluoromethyl)pyrazolo[1,5-a]pyridin-2-yl)-6,7-dihydro-1H-imidazo[4,5-c]pyridin-5(4H)-yl)methanone CC1=NN=C(O1)C(=O)N1[C@@H](C2=C(CC1)NC=N2)C2=NN1C(C(=CC=C1)C(F)(F)F)=C2